C1(=CC=CC=C1)C1=C(C=C(C=C1)C1=CC=CC=C1)C1=CC(=C2C=CC=C3C4=C(C=C(C5=CC=CC(C1=C23)=C45)I)C4=CC=CC=C4)I 1-([1,1':4',1''-terphenyl]-2'-yl)-3,9-diiodo-7-phenylperylene